NC=CCNC1=NC(NC=C1)=O 3-aminoallyl-cytosine